CN1C(=NC2=C1C(=CC=C2)C)C2=CC=C(C=C2)S(=O)(=O)C 1,7-dimethyl-2-(4-(methylsulfonyl)phenyl)-1H-benzo[d]imidazole